FC1(CC2(C1)CC(N(CC2)CC2=C1C=CNC1=C(C=C2OC)C)C=2C=CC(=NC2)C(=O)O)F 5-(2,2-difluoro-7-((5-methoxy-7-methyl-1H-indol-4-yl)methyl)-7-azaspiro[3.5]nonan-6-yl)picolinic acid